ClC1=C(C)C=C(C(=C1)Cl)[N+](=O)[O-] 2,4-dichloro-5-nitrotoluene